COCCCNC=1C2=C(N=CN1)N=C(S2)S(=O)(=O)C N-(3-methoxypropyl)-2-methylsulfonyl-thiazolo[4,5-d]pyrimidin-7-amine